C(C=C)(=O)OCCCC[Si](OCC)(C)C acryloxybutyl-dimethyl-ethoxysilane